4-[7-(1-Cyano-1-methyl-ethyl)imidazo[1,2-a]pyridin-3-yl]-N-(cyclopropylmethyl)-2-(difluoromethoxy)-6-methoxy-benzamide C(#N)C(C)(C)C1=CC=2N(C=C1)C(=CN2)C2=CC(=C(C(=O)NCC1CC1)C(=C2)OC)OC(F)F